C(C)OC(=O)C1=CN2C3=C(C(=C(C=C3C1=O)F)F)OCC2COC 9,10-difluoro-3-(methoxymethyl)-7-oxo-2,3-dihydro-7H-[1,4]oxazino[2,3,4-ij]quinoline-6-carboxylic acid ethyl ester